ClC=1C=C(C=C(C1)Cl)C=1OC2=C(N1)C=CC(=C2)C(=O)O 2-(3,5-dichlorophenyl)-benzoxazole-6-carboxylic acid